COC1=C(C=CC(=C1)OC)S(=O)(=NC1=CC(=CC=C1)C1=NOC(=N1)C(F)(F)F)C (2,4-dimethoxyphenyl)(methyl)((3-(5-(trifluoromethyl)-1,2,4-oxadiazol-3-yl)phenyl)imino)-λ6-sulfanone